C(C=C)OC12CC3(CC(CC(C1)C3)C2)OCC=C 1,3-bis(allyloxy)adamantane